C(C)(C)(C)OC(=O)N1CC(CCC1)C(=O)O 1-tert-butoxycarbonylpiperidine-3-carboxylic acid